O1CCC(CC1)CS(=O)(=O)N1CCC=CC1 1-(((tetrahydro-2H-pyran-4-yl)methyl)sulfonyl)-1,2,3,6-tetrahydropyridin